[Ba].[Pb].[Li].O1C=CC=2C(=NC=CC21)C2=CC=C(C(=O)NC1CCN(CC1)C=1N=NC=CC1)C=C2 4-(furo[3,2-c]pyridin-4-yl)-N-[1-(pyridazin-3-yl)piperidin-4-yl]benzamide lithium lead barium